CN1N=CN=C1CO (1-methyl-1H-1,2,4-triazol-5-yl)methanol